C(C)(C)C1C(CC(CC1)(C)C)C(=O)NCC(C1=CC=CC=C1)=O 2-isopropyl-5,5-dimethyl-N-(2-oxo-2-phenylethyl)cyclohexanecarboxamide